hydroxy-6R-(S-glutathionyl)-7E,9E,11Z,14Z-eicosatetraenoic acid OC(C(=O)O)=CC=C/C(=C\C=C\CCCCCCCCCCC)/SC[C@H](NC(CC[C@@H](N)C(=O)O)=O)C(=O)NCC(=O)O